C1(CC1)CN1C(=CC2=CC=CC=C12)C=1OC2=C(C1CCO)C(=CC(=C2)C(=O)N2C[C@@H](C[C@H](C2)NC)F)OC (2-(1-(Cyclopropylmethyl)-1H-indol-2-yl)-3-(2-hydroxyethyl)-4-methoxybenzofuran-6-yl)((3r,5r)-3-fluoro-5-(methylamino)piperidin-1-yl)methanone